4-bromo-3-Tolyl isocyanate BrC1=C(C=C(C=C1)C)N=C=O